C1(CC1)C1=NC=NC(=C1C1=NC=C(C(=N1)NCC1=CC=C(C=C1)C=1N(C=C(N1)C(F)(F)F)C)OC(F)F)OC 4'-Cyclopropyl-5-(difluoromethoxy)-6'-methoxy-N-(4-(1-methyl-4-(trifluoromethyl)-1H-imidazol-2-yl)benzyl)-[2,5'-bipyrimidin]-4-amine